ClC=1C(=CC(=NC1)NC(=O)[C@@H]1C[C@@H](CCC1)NC(CC#N)=O)C1=CC2=C(N(N=C2C(=C1)F)C)C(C)C (1S,3R)-N-(5-chloro-4-(7-fluoro-3-isopropyl-2-methyl-2H-indazol-5-yl)pyridin-2-yl)-3-(2-cyanoacetamido)cyclohexane-1-carboxamide